FC1=CC=C(C=C1)C1=CC=C(C=C1)OC1=C(N=NN1)C(=O)O 5-((4'-fluoro-[1,1'-biphenyl]-4-yl)oxy)-1H-1,2,3-triazole-4-carboxylic acid